CN1C(C2=C(C=C1)C=C(S2)CN2CCCCC2)=O 6-methyl-2-(piperidin-1-ylmethyl)thieno[2,3-c]pyridin-7(6H)-one